CC(=C)C(CCC(CCO)C)O 2,6-dimethyl-1-octen-3,8-diol